C(C)(C)OC1=CC=C(C(=C1N)C(C)C)C(F)(F)F 6-isopropoxy-2-isopropyl-3-(trifluoromethyl)aniline